1,3-di-tert-butyl-imidazole bromide [Br-].C(C)(C)(C)N1CN(C=C1)C(C)(C)C